Methyl 6-((1-(chlorosulfonyl)cyclopropyl)methyl)-1-methyl-7-oxo-4,5,6,7-tetrahydro-1H-pyrazolo[3,4-c]pyridine-3-carboxylate ClS(=O)(=O)C1(CC1)CN1C(C2=C(CC1)C(=NN2C)C(=O)OC)=O